CC(=O)N[C@@H]1[C@H]([C@@H]([C@H](O[C@H]1O)CO)O[C@H]2[C@H]([C@H]([C@@H]([C@H](O2)CO[C@@H]3[C@H]([C@H]([C@@H]([C@H](O3)CO[C@@H]4[C@H]([C@H]([C@@H]([C@H](O4)CO)O)O)O[C@@H]5[C@H]([C@H]([C@@H]([C@H](O5)CO)O)O)O)O)O[C@@H]6[C@H]([C@H]([C@@H]([C@H](O6)CO)O)O)O[C@@H]7[C@H]([C@H]([C@@H]([C@H](O7)CO)O)O)O)O)O)O[C@@H]8[C@H]([C@H]([C@@H]([C@H](O8)CO)O)O)O[C@@H]9[C@H]([C@H]([C@@H]([C@H](O9)CO)O)O)O)O)O The molecule is a nine-membered branched glucosamine oligosaccharide consisting of eight D-mannosyl residues and one N-acetylglucosamine residue (the latter being located at the reducing end). An intermediate glycan structure of glycosylated proteins.